11-(3,3-difluorocyclobutyl)-5-fluoro-2,3,7,11-tetraazatricyclo[7.4.0.0{2,6}]trideca-1(13),3,5,9-tetraene-8,12-dione FC1(CC(C1)N1C=C2C(NC3=C(C=NN3C2=CC1=O)F)=O)F